3-{4-[cis-4-amino-3-hydroxypiperidin-1-yl]-3-(3-fluoro-5-methylphenyl)quinolin-6-yl}-2-(2-methoxyethoxy)benzonitrile N[C@@H]1[C@@H](CN(CC1)C1=C(C=NC2=CC=C(C=C12)C=1C(=C(C#N)C=CC1)OCCOC)C1=CC(=CC(=C1)C)F)O